1-(1H-imidazol-5-yl)-3-(phosphonooxy(phosphonooxy))-2-propanone N1C=NC=C1CC(COP(=O)(OOP(=O)(O)O)O)=O